[Si](C)(C)(C(C)(C)C)OCCCC1=NON=C1C 3-(3-((tert-butyldimethylsilyl)oxy)propyl)-4-methyl-1,2,5-oxadiazole